FC1=CC=C2C(=C(CC2=C1)C=O)O[Si](C)(C)C 6-fluoro-3-((trimethylsilyl)oxy)-1H-indene-2-carbaldehyde